(4-(5-(2,3-dimethylphenyl)-6-methoxy-1-(4-methoxybenzyl)-1H-pyrazolo[4,3-b]pyridin-3-yl)-1H-pyrazol-1-yl)piperidine-1-carboxylic acid tert-butyl ester C(C)(C)(C)OC(=O)N1C(CCCC1)N1N=CC(=C1)C1=NN(C=2C1=NC(=C(C2)OC)C2=C(C(=CC=C2)C)C)CC2=CC=C(C=C2)OC